C(C)(=O)C=1C=C(C=C2C(N(C(=NC12)N1CCOCC1)CC(F)(F)F)=O)Cl 8-acetyl-6-chloro-2-morpholino-3-(2,2,2-trifluoroethyl)quinazolin-4(3H)-one